COP(=O)(OC)O/C(=C\\Cl)/C1=CC(=C(C=C1Cl)Cl)Cl The molecule is an alkenyl phosphate, a dialkyl phosphate, an organophosphate insecticide, an organochlorine insecticide and a trichlorobenzene. It has a role as an EC 3.1.1.7 (acetylcholinesterase) inhibitor, an agrochemical, an EC 3.1.1.8 (cholinesterase) inhibitor and an acaricide. It derives from a 1-phenylethenol.